CN1C=CC(C=C1)=O 1-methyl-4(1H)-pyridone